NC1=C(C=CC=C1)NC[C@@H](CCCOC=1C(=CC(N(C1)C)=O)C1=NC(=CC(=C1)C(=O)OC)C)C methyl 5'-{[(4R)-5-[(2-aminophenyl) amino]-4-methylpentyl] oxy}-1',6-dimethyl-2'-oxo-[2,4'-bipyridine]-4-carboxylate